3-(6-(((1S,3S)-3-((5-(Difluoromethoxy)pyrazin-2-yl)amino)cyclopentyl)amino)pyridin-3-yl)-1-methyl-1,3-dihydro-2H-imidazo[4,5-b]pyridin-2-one FC(OC=1N=CC(=NC1)N[C@@H]1C[C@H](CC1)NC1=CC=C(C=N1)N1C(N(C=2C1=NC=CC2)C)=O)F